tert-butyl 2-(5-(4-fluoro-2-(((1r,3r)-3-fluorocyclobutyl)(isopropyl)carbamoyl) phenoxy)pyrimidin-4-yl)-2,7-diazaspiro[3.5]nonane-7-carboxylate FC1=CC(=C(OC=2C(=NC=NC2)N2CC3(C2)CCN(CC3)C(=O)OC(C)(C)C)C=C1)C(N(C(C)C)C1CC(C1)F)=O